C(C([2H])([2H])[2H])(OC=1C=CC(=NC1)C=1N(C(=NN1)C1CC(C1)NC(=O)C=1C=CC=C2C=CC=NC12)C1=C(C=CC=C1)F)([2H])[2H] N-((1S,3r)-3-(5-(5-(ethoxy-d5)pyridin-2-yl)-4-(2-fluorophenyl)-4H-1,2,4-triazol-3-yl)cyclobutyl)quinoline-8-carboxamide